Cl.Cl.N(=NC(C)(C)C=1NC(CN1)C)C(C)(C)C=1NC(CN1)C 2,2'-azobis(2-(5-methyl-2-imidazolin-2-yl)propane) dihydrochloride